P(O)(=O)(OP(=O)(O)OP(=O)(O)O)OC[C@@H]1[C@H]([C@H]([C@@H](O1)N1C(=O)N=C(N)C=C1)O)O cytidine-5'-triphosphate